2,6-dibromo-4-methoxy-pyridine BrC1=NC(=CC(=C1)OC)Br